CC1=NSC(=C1NC(=O)O[C@H](C)C1=CC=CC=C1)C1=CC=C(C=C1)C1(CC1)C(=O)O (R)-1-(4-(3-methyl-4-(((1-phenylethoxy)carbonyl)amino)isothiazol-5-yl)phenyl)cyclopropane-1-carboxylic acid